[C@@H]1([C@@H](CCCC1)O)O (trans)-1,2-cyclohexanediol